butyl 4-[(2R,6S)-2,6-dimethylmorpholine-4-carbonyl]-4-methylpiperidine-1-carboxylate C[C@@H]1CN(C[C@@H](O1)C)C(=O)C1(CCN(CC1)C(=O)OCCCC)C